(((2R,7aS)-2-fluorohexahydro-1H-pyrrolizin-7a-yl)methoxy)pyrido[4,3-d]pyrimidin F[C@@H]1C[C@@]2(CCCN2C1)COC=1N=CC2=C(N1)C=CN=C2